C[C@@H]1CN(C[C@@H](O1)C)C1CCN(CC1)C1=CC=2C(C=3NC=4C=C(C=CC4C3C(C2C=N1)=O)C#N)(C)C 3-[4-((2R,6S)-2,6-Dimethyl-morpholine-4-yl)-piperidine-1-yl]-5,5-dimethyl-11-oxo-6,11-dihydro-5H-pyrido[4,3-b]carbazole-8-carbonitrile